2,5-di-n-butylphenol C(CCC)C1=C(C=C(C=C1)CCCC)O